FC(C=1C=C(C=C(C1)C(F)(F)F)[C@@H]1C([C@H]1C(=O)[O-])(Cl)Cl)(F)F (1r,3r)-3-(3,5-bis(trifluoromethyl) phenyl)-2,2-dichlorocyclopropane-1-carboxylate